IC1=CC=C2C(=NC=NN21)N 7-iodopyrrolo[2,1-F][1,2,4]triazine-4-amine